2-(dimethylamino)-N-{4-[(7-{8-methyl-1H,2H,3H-pyrido[2,3-b][1,4]oxazin-7-yl}-5H,6H,7H,8H-pyrido[3,4-d]pyrimidin-2-yl)amino]phenyl}acetamide CN(CC(=O)NC1=CC=C(C=C1)NC=1N=CC2=C(N1)CN(CC2)C2=C(C1=C(OCCN1)N=C2)C)C